ClC1=NC(=CC=C1C(=O)NS(=O)(=O)C1=CC=CC(=N1)CCCCC1CC(N(C1)C(=O)OC(C)(C)C)(C)C)N1N=C(C=C1)OCCC1(CC1)C(F)(F)F tert-Butyl 4-[4-[6-[[2-chloro-6-[3-[2-[1-(trifluoromethyl)cyclopropyl]ethoxy] pyrazol-1-yl]pyridine-3-carbonyl] sulfamoyl]-2-pyridyl]butyl]-2,2-dimethyl-pyrrolidine-1-carboxylate